1-phenylpropan-2-yl ((S)-4-methyl-1-oxo-1-(((S)-1-oxo-3-((S)-2-oxopyrrolidin-3-yl)propan-2-yl)amino)pentan-2-yl)carbamate CC(C[C@@H](C(N[C@H](C=O)C[C@H]1C(NCC1)=O)=O)NC(OC(CC1=CC=CC=C1)C)=O)C